(E)-3,3-Dimethyl-1-(pent-4-yn-1-yl)-5-(trifluoromethyl)indolin CC1(CN(C2=CC=C(C=C12)C(F)(F)F)CCCC#C)C